(2R)-N1-{6-[2,4-bis(trifluoromethyl)phenyl]pyridazin-3-yl}propane-1,2-diamine FC(C1=C(C=CC(=C1)C(F)(F)F)C1=CC=C(N=N1)NC[C@@H](C)N)(F)F